tert-butyl (4S)-4-(4-bromobutyl)-2-[7-(2,4-difluoro-6-hydroxy-phenyl)-4-(1-methylindazol-5-yl)thieno[3,2-c]pyridin-6-yl]-6,7-dihydro-4H-pyrazolo[1,5-a]pyrazine-5-carboxylate BrCCCC[C@H]1C=2N(CCN1C(=O)OC(C)(C)C)N=C(C2)C2=C(C1=C(C(=N2)C=2C=C3C=NN(C3=CC2)C)C=CS1)C1=C(C=C(C=C1O)F)F